(1R)-4-phenylindan-1-ol C1(=CC=CC=C1)C1=C2CC[C@H](C2=CC=C1)O